O=C1N(C(C2=CC=CC=C12)=O)C[C@H]1N(CCC2=CC=CC(=C12)OCC1=CC2=C(N(C=N2)C)C=C1)C(=O)[C@H]1[C@H](CCCC1)C(=O)O (1S,2r)-2-((S)-1-((1,3-dioxoisoindolin-2-yl)methyl)-8-((1-methyl-1H-benzo[d]imidazol-5-yl)methoxy)-1,2,3,4-tetrahydroisoquinoline-2-carbonyl)cyclohexane-1-carboxylic acid